N[C@@H](CCCNC(N)=N)C(=O)[O-].OCC[N+](C)(C)C Choline arginine salt